NC1=CN=C(C=C1C(=O)NC1=CC(=C(C=C1)F)C(F)(F)F)OC 5-amino-N-(4-fluoro-3-(trifluoromethyl)phenyl)-2-methoxyisonicotinamide